5,8-dimethylenedecahydronaphthalenedicarboxylic acid C=C1C2CCC(C(C2C(CC1)=C)C(=O)O)C(=O)O